triethanolamine monoformate C(=O)O.N(CCO)(CCO)CCO